ClCC(=O)N[C@H](C(=O)N1[C@@H](C[C@H](C1)O)C(=O)NCC1=CC=C(C=C1)C1=C(N=CS1)C)C(C)(C)C (2S,4R)-1-[(2S)-2-(2-chloroacetamido)-3,3-dimethylbutanoyl]-4-hydroxy-N-[[4-(4-methyl-1,3-thiazol-5-yl)phenyl]methyl]pyrrolidine-2-carboxamide